3-(1-methyl-6-((((S)-pyrrolidin-3-yl)methyl)amino)-1H-indazol-3-yl)piperidine-2,6-dione CN1N=C(C2=CC=C(C=C12)NC[C@@H]1CNCC1)C1C(NC(CC1)=O)=O